FC(COC(N)=O)(F)F carbamic acid trifluoroethyl ester